8-nitro-5-oxo-2-(4-phenoxyphenyl)-5,6-dihydro-4H-benzo[f]pyrazolo[1,5-a][1,3]diazepine-3-carboxamide [N+](=O)([O-])C=1C=CC2=C(CC(NC=3N2N=C(C3C(=O)N)C3=CC=C(C=C3)OC3=CC=CC=C3)=O)C1